N-cyclopentyl-4-(N,N-dimethylsulfamoyl)-N-(5-methyl-2-(4-(pyridin-2-yloxy)piperidin-1-yl)phenyl)benzamide C1(CCCC1)N(C(C1=CC=C(C=C1)S(N(C)C)(=O)=O)=O)C1=C(C=CC(=C1)C)N1CCC(CC1)OC1=NC=CC=C1